(Z)-Methyl 3-(((3-methyl-4-((2-morpholinoethoxy)carbamoyl)phenyl)amino)(phenyl)methylene)-2-oxoindoline-6-carboxylate CC=1C=C(C=CC1C(NOCCN1CCOCC1)=O)N\C(=C\1/C(NC2=CC(=CC=C12)C(=O)OC)=O)\C1=CC=CC=C1